(R)-N-(2-((2-aminoquinazolin-4-yl)amino)-2-methylhexyl)acetamide NC1=NC2=CC=CC=C2C(=N1)N[C@@](CNC(C)=O)(CCCC)C